C1(CC1)C1=NNC2=C1C(=NC=C2)C2=CC(=C(C=C2)S(=O)(=O)N(C)C)C 4-(3-cyclopropyl-1H-pyrazolo[4,3-c]pyridin-4-yl)-N,N,2-trimethylbenzene-sulfonamide